CS(=O)(=O)OC1=CC=C(C=2C(C3=CC=CC=C3C(C12)=O)=O)OS(=O)(=O)C 1,4-bis-(methanesulfonyloxy)-9,10-anthracenedione